NC(CCCN(CC)CC)CCCC 4-amino-N,N-diethyl-octylamine